BrC1=C2C(NC(NC2=C(C=C1)F)=O)=O bromo-8-fluoro-2,4-quinazolinedione